gallium-gold [Au].[Ga]